8-(2-amino-6-((R)-2,2,2-trifluoro-1-(3'-methoxy-[1,1'-biphenyl]-4-yl)ethoxy)pyrimidine-4-yl)-2-azaspiro[4.5]dec-7-ene-3-carboxylic acid NC1=NC(=CC(=N1)C1=CCC2(CC(NC2)C(=O)O)CC1)O[C@@H](C(F)(F)F)C1=CC=C(C=C1)C1=CC(=CC=C1)OC